[C@@H](C)(CC)N1C(=NN=C1)C1=CC=C(C=C1)C=1C=C(C=NC1)C1=CC=NC2=C1C=C1N2CCN(C1=O)C (R)-4-(5-(4-(4-(sec-butyl)-4H-1,2,4-triazol-3-yl)phenyl)pyridin-3-yl)-7-methyl-8,9-dihydropyrido[3',2':4,5]pyrrolo[1,2-a]pyrazin-6(7H)-one